ClC=1C(=NC2=CC(=C(C(=C2C1NC(C)C1=NC=CC=C1F)F)C=1C=NC(=CC1)P(=O)(C)C)F)C 3-chloro-6-[6-(dimethylphosphoryl)pyridin-3-yl]-5,7-difluoro-N-[1-(3-fluoropyridin-2-yl)ethyl]-2-methylquinolin-4-amine